C(C1=CC=CC=C1)SC=1OC2=C(N1)C=CC=C2 2-(benzylsulfanyl)benzo[d]oxazole